BrC1=CC2=CC=C(C(=C2C=C1)N)C1=CC2=CC=C(C=C2C=C1)Br 6,6'-dibromo-2,2'-binaphthyl-amine